[Pu].[Am].[U] uranium americium plutonium